CC=1C=C(C=CC1C)C1=C(C=C(C=C1)C1=CC=2C3(C4=CC(=CC=C4C2C=C1)C1=CC(=C(C=C1)C1=CC(=C(C=C1)C)C)C(F)(F)F)C1=CC=CC=C1C=1C=CC=CC13)C(F)(F)F 2,7-bis(3',4'-dimethyl-2-(trifluoromethyl)-[1,1'-biphenyl]-4-yl)-9,9'-spirobifluorene